11-((3-(diethylamino)propyl)amino)-11-oxoundecanoic acid-2-butyloctyl ester C(CCC)C(COC(CCCCCCCCCC(=O)NCCCN(CC)CC)=O)CCCCCC